ClC=1C(=NC(=CC1NC(CN1C=C(C2=C1N=C1N(C2=O)CCC1)C=1C=C(C(=C(C(=O)N)C1)O)F)=O)N(C)C)F 5-(1-(2-((3-chloro-6-(dimethylamino)-2-fluoropyridin-4-yl)amino)-2-oxoethyl)-4-oxo-4,6,7,8-tetrahydro-1H-dipyrrolo[1,2-a:2',3'-d]pyrimidin-3-yl)-3-fluoro-2-hydroxybenzamide